3-(2,5-dimethoxyphenyl)isothiazol-5-amine COC1=C(C=C(C=C1)OC)C1=NSC(=C1)N